(S)-9-(4-chloro-2-fluorophenyl)-2-iodo-3-methyl-7-(2-(1-methyl-1H-pyrazol-4-yl)morpholino)-4H-pyrazino[1,2-a]pyrimidin-4-one ClC1=CC(=C(C=C1)C1=NC(=CN2C1=NC(=C(C2=O)C)I)N2C[C@@H](OCC2)C=2C=NN(C2)C)F